C(C1=CC=CC=C1)N1CC2(CN(C2)C(C(C(F)(F)F)(C)C)=O)[C@@H](C1)COCC=1C=C(C=CC1)N1[C@H](CCCC1)C(=O)O (R)-1-(3-((((S)-6-benzyl-2-(3,3,3-trifluoro-2,2-dimethylpropanoyl)-2,6-diazaspiro[3.4]octan-8-yl)methoxy)methyl)phenyl)piperidine-2-carboxylic acid